(S)-1-(3-(benzothien-3-yl)-2-(dimethylamino)propyl)-3-((S)-1-(thiophen-3-yl)ethyl)urea S1C=C(C2=C1C=CC=C2)C[C@@H](CNC(=O)N[C@@H](C)C2=CSC=C2)N(C)C